C=1(C(=CC=C2C=CC=CC12)O)C=1C(=CC=C2C=CC=CC12)O binaphthyl-2,2'-diol